methyl 5-[3-[4-[3-[tert-butoxycarbonyl(methyl)amino]prop-1-ynyl]-2-fluoro-phenoxy]propyl]-2-[2-(dimethylamino)ethylamino]thiazole-4-carboxylate C(C)(C)(C)OC(=O)N(CC#CC1=CC(=C(OCCCC2=C(N=C(S2)NCCN(C)C)C(=O)OC)C=C1)F)C